4-chloro-5-[1-[(1S)-1-[2-(difluoromethyl)-4-fluorophenyl]ethyl]-1H,4H,5H,6H,7H-[1,2,3]triazolo[4,5-c]pyridin-5-yl]-2,3-dihydropyridazin-3-one ClC=1C(NN=CC1N1CC2=C(CC1)N(N=N2)[C@@H](C)C2=C(C=C(C=C2)F)C(F)F)=O